FC=1C=C(C=CC1F)N1CC(C1)NC1=NC=NC2=C1OC=1N=NC(=C(C12)C)C N-[1-(3,4-difluorophenyl)azetidin-3-yl]-3,4-dimethyl-pyrimido[4',5':4,5]furo[2,3-c]pyridazin-8-amine